1-Pentyl-2-butylpyridinium methansulfonat CS(=O)(=O)[O-].C(CCCC)[N+]1=C(C=CC=C1)CCCC